(E)-2-(2-((5-(cyclopropylmethyl)-4-oxo-4,5,6,7-tetrahydro-2H-pyrazolo[4,3-c]pyridin-2-yl)methyl)-3-fluoroallyl)isoindoline-1,3-dione C1(CC1)CN1C(C=2C(CC1)=NN(C2)C\C(\CN2C(C1=CC=CC=C1C2=O)=O)=C\F)=O